7-hydroxy-4-isopropyl-2-methylcyclohepta-2,4,6-trien OC1=CC=C(C=C(C1)C)C(C)C